methyl 2-(1-(4-oxobutyl)-2,3-dihydro-1H-inden-1-yl)acetate O=CCCCC1(CCC2=CC=CC=C12)CC(=O)OC